2-Amino-2-(2-(4-octyl-phenyl)ethyl)-1,3-propandiol hydrochlorid Cl.NC(CO)(CO)CCC1=CC=C(C=C1)CCCCCCCC